4-(benzyloxy)-2,3,6-trimethylbenzoate C(C1=CC=CC=C1)OC1=C(C(=C(C(=O)[O-])C(=C1)C)C)C